ClC1=C(C=CC(=C1)[N+](=O)[O-])N1C(COCC1)=O 4-(2-chloro-4-nitrophenyl)-3-morpholone